C(C(=C)C)(=O)OCC(COCCC[Si](O[Si](C)(C)C)(O[Si](C)(C)C)O[Si](C)(C)C)O (3-methacryloxy-2-hydroxypropoxy)propyltris(trimethylsiloxy)silane